N-(2-(4,4-difluorocyclohexyl)-4-(2,5-difluorophenyl)pyridin-3-yl)-3-methoxypropanamide FC1(CCC(CC1)C1=NC=CC(=C1NC(CCOC)=O)C1=C(C=CC(=C1)F)F)F